N-[(±)-2-hydroxycyclohexyl]-5-(1H-indole-2-carbonyl)-N-methyl-1H,4H,5H,6H,7H-pyrazolo[4,3-c]pyridine-3-carboxamide OC1C(CCCC1)N(C(=O)C1=NNC2=C1CN(CC2)C(=O)C=2NC1=CC=CC=C1C2)C